C=1N=CN2C1C1=CC=CC=C1[C@@H]2[C@@H]2CCC=1C=CC=NC1[C@H]2O (7S,8S)-7-((S)-5H-imidazo[5,1-a]isoindol-5-yl)-5,6,7,8-tetrahydroquinolin-8-ol